FC1=CC(=C(C=C1)N1CN(C(C=2C1=NC(=NC2)C(F)(F)F)=O)C=2C(=NC(=CC2)OC)C)C 1-(4-fluoro-2-methylphenyl)-3-(6-methoxy-2-methyl-pyridin-3-yl)-7-(tri-fluoromethyl)-2,3-dihydropyrimido-[4,5-d]pyrimidin-4(1H)-one